C(C)OC=1C=C(C=CC1)N1C(N(C=2C1=NC=C(C2)C(=O)N[C@](CS(=O)=O)(CC)C)C(C)C)=O 3-(3-ethoxyphenyl)-1-isopropyl-N-[(3S)-3-methyl-1,1-dioxo-thia-pent-3-yl]-2-oxo-imidazo[4,5-b]pyridine-6-carboxamide